1-(6-bromopyrrolo[1,2-b]pyridazin-4-yl)-2-oxopyrrolidine-3-carbonitrile BrC=1C=C2N(N=CC=C2N2C(C(CC2)C#N)=O)C1